methyl-vinyl-silafluorene CC1=[Si](C=2CC3=CC=CC=C3C2C=C1)C=C